FC=1C(=CC2=C(NC(=NS2(=O)=O)O)C1C(C)C1=C(C=CC=C1)F)F 6,7-difluoro-5-(1-(2-fluorophenyl)ethyl)-3-hydroxy-4H-benzo[e][1,2,4]thiadiazine 1,1-dioxide